1-[(2R,4S)-4-[4-amino-3-[2-(1-methylindazol-5-yl)ethynyl]pyrazolo[4,3-c]pyridin-1-yl]-2-(methoxymethyl)pyrrolidin-1-yl]prop-2-en-1-one NC1=NC=CC2=C1C(=NN2[C@H]2C[C@@H](N(C2)C(C=C)=O)COC)C#CC=2C=C1C=NN(C1=CC2)C